4-amino-8-(5-cyanothiazol-4-yl)-N-propylisoquinoline-3-carboxamide NC1=C(N=CC2=C(C=CC=C12)C=1N=CSC1C#N)C(=O)NCCC